C(C)[C@@H]1CN=C2N1C1=CC=C(C=C1C(N2CC=2C=NN(C2)C)=O)S(=O)(=O)NC2(CC2)C (1R)-1-ethyl-N-(1-methylcyclopropyl)-4-[(1-methylpyrazol-4-yl)methyl]-5-oxo-1H,2H-imidazo[1,2-a]quinazoline-7-sulfonamide